C(\C=C\C1=CC(OC)=C(O)C(OC)=C1)(=O)SCCNC(CCNC([C@@H](C(COP(OP(OC[C@@H]1[C@H]([C@H]([C@@H](O1)N1C=NC=2C(N)=NC=NC12)O)OP(=O)(O)O)(=O)O)(=O)O)(C)C)O)=O)=O sinapyl-CoA